C1(CC1)COC1=CC(=C(C=C1)C(CC)O)F 1-(4-(cyclopropylmethoxy)-2-fluorophenyl)propan-1-ol